N-(5-{2-[(3aR,5R,6aS)-2-(2,2,2-trifluoro-ethyl)octahydro-cyclopenta[c]-pyrrol-5-yl]-ethoxy}-1H-indol-3-yl)spiro-[2.3]hexane-5-carboxamide FC(CN1C[C@@H]2[C@H](C1)CC(C2)CCOC=2C=C1C(=CNC1=CC2)NC(=O)C2CC1(CC1)C2)(F)F